4-(2,2-difluorobenzo[d][1,3]dioxol-5-yl)pyrrolidine-2-carboxylic acid methyl ester hydrochloride Cl.COC(=O)C1NCC(C1)C1=CC2=C(OC(O2)(F)F)C=C1